benzyl-2-chloro-5-fluoro-7-methyl-7H-pyrrolo[2,3-d]pyrimidin-4-amine hydrochloride Cl.C(C1=CC=CC=C1)C1=C(C2=C(N=C(N=C2N)Cl)N1C)F